N-(cis-3-((4-Methoxy-5-(pyrazolo[1,5-a]pyridin-5-yl)pyrrolo[2,1-f][1,2,4]triazin-2-yl)amino)-1-methylcyclobutyl)acetamide COC1=NC(=NN2C1=C(C=C2)C2=CC=1N(C=C2)N=CC1)NC1CC(C1)(C)NC(C)=O